methyl 5-(tert-butyl)-2-hydroxy-3-nitrobenzoate C(C)(C)(C)C=1C=C(C(=C(C(=O)OC)C1)O)[N+](=O)[O-]